tert-butyl (3S)-3-([8-carbamoyl-6-[4-(2-methoxy-2-methylpropoxy) phenyl] pyrido[3,2-d]pyrimidin-4-yl]amino)piperidine-1-carboxylate C(N)(=O)C1=CC(=NC2=C1N=CN=C2N[C@@H]2CN(CCC2)C(=O)OC(C)(C)C)C2=CC=C(C=C2)OCC(C)(C)OC